cyano-pyrimidin-4(3H)-one C(#N)C1=NC=CC(N1)=O